N-(4-Allylamino-6-prop-2-ynylamino-[1,3,5]triazin-2-yl)-O,N-dimethyl-hydroxylamine C(C=C)NC1=NC(=NC(=N1)NCC#C)N(OC)C